(S)-2-((7-(3-chlorophenyl)-4,5,6,7-tetrahydrobenzo[d]thiazol-2-yl)amino)-2-oxoethyl methylsulfamate CNS(OCC(=O)NC=1SC2=C(N1)CCC[C@H]2C2=CC(=CC=C2)Cl)(=O)=O